FC1=C(CC(CNC(OC(C)(C)C)=O)CC)C=CC(=C1)F Tert-butyl (2-(2,4-difluorobenzyl)butyl)carbamate